FC1=CC=C(C(=O)N(C)C)C=C1 4-fluoro-N,N-dimethyl-benzamide